(1R,5S)-3-(8-cyanoquinolin-5-yl)-N-(1-(cyclopropylmethyl)piperidin-4-yl)-5-(trifluoromethyl)-3-azabicyclo[3.1.0]hexane-1-carboxamide C(#N)C=1C=CC(=C2C=CC=NC12)N1C[C@]2(C[C@]2(C1)C(F)(F)F)C(=O)NC1CCN(CC1)CC1CC1